4-[(1,1-Dioxothiadiazinan-4-yl)methyl]thiadiazine 1,1-dioxide O=S1(NNC(CC1)CC1=NNS(C=C1)(=O)=O)=O